OCC(NCCCCS(=O)(=O)O)(CO)CO N-tris(Hydroxymethyl)methyl-4-amino-butanesulfonic acid